C(C)N1C(=NC=2CC[C@@H]([C@@H](C2C1=O)CC=1C=C(C=CC1)C1=CC(=CC=C1)F)NS(=O)(=O)C)C |r| rac-N-{(5R,6S)-3-ethyl-5-[(3'-fluoro[1,1'-biphenyl]-3-yl)methyl]-2-methyl-4-oxo-3,4,5,6,7,8-hexahydroquinazolin-6-yl}methanesulfonamide